N-ethylmorpholinodihydroquinolinone C(C)N1C(C(CC2=CC=CC=C12)N1CCOCC1)=O